rel-3-chloro-4-((3,5-difluoropyridin-2-yl)methoxy)-3'-fluoro-2'-(3-(2-hydroxypropan-2-yl)-1H-pyrazol-1-yl)-5',6-dimethyl-2H-[1,4'-bipyridin] ClC=1CN(C(=CC1OCC1=NC=C(C=C1F)F)C)C1=C(C(=NC=C1C)N1N=C(C=C1)C(C)(C)O)F